(R)-N-(1-(4-chlorophenyl)-2,2,2-trifluoroethyl)-4-fluoro-1,5-dimethyl-6-oxo-1,6-dihydropyridine-3-sulfonamide ClC1=CC=C(C=C1)[C@H](C(F)(F)F)NS(=O)(=O)C1=CN(C(C(=C1F)C)=O)C